(R)-5-(3-aminopiperidin-1-yl)-7-bromopyrrolo[2,1-f][1,2,4]triazin-4-amin N[C@H]1CN(CCC1)C=1C=C(N2N=CN=C(C21)N)Br